FC1(CCC(CC1)[C@H](NC(=O)C1=NON=C1C)C=1OC2=C(N1)C=C(C=C2F)[C@H](COC)N2C(N[C@@H](C2)C(F)(F)F)=O)F N-((S)-(4,4-difluorocyclohexyl)(7-fluoro-5-((R)-2-methoxy-1-((S)-2-oxo-4-(trifluoromethyl)imidazolidin-1-yl)ethyl)benzo[d]oxazol-2-yl)methyl)-4-methyl-1,2,5-oxadiazole-3-carboxamide